C(C)(C)(C)OC(=O)NCC(C(=O)O)CCCCCC 2-[(tert-Butoxycarbonylamino)methyl]octanoic acid